[N+](=O)([O-])C1=CC=C(O[P@@](=O)(OC2=CC=CC=C2)N[C@@H](C)C(=O)OC(C)C)C=C1 isopropyl ((S)-(4-nitrophenoxy)(phenoxy)phosphoryl)-L-alaninate